(S)-2-(3-(2-(((S)-phenyl((R)-1,2,3,4-tetrahydro-1,5-naphthyridin-3-yl)methyl)amino)ethyl)phenyl)propanoic acid C1(=CC=CC=C1)[C@H]([C@H]1CNC2=CC=CN=C2C1)NCCC=1C=C(C=CC1)[C@@H](C(=O)O)C